3,3'-(Piperazine-1,4-diyl)bis(1-phenylpropan-1-one) N1(CCN(CC1)CCC(=O)C1=CC=CC=C1)CCC(=O)C1=CC=CC=C1